3-(4-cyano-3-fluorophenyl)propanoic acid C(#N)C1=C(C=C(C=C1)CCC(=O)O)F